C1(=CC=CC2=CC=CC=C12)OP(=O)Cl (1-naphthoxy)phosphinyl chloride